L-homoGlutamine N[C@@H](CCCC(N)=O)C(=O)O